C(C)C1CN(CCC1)C(=O)C=1C=C2C(=NC1)N(C=C2)C=2C=C(C=NC2)NC(OC(C)(C)C)=O tert-butyl (5-(5-(3-ethylpiperidine-1-carbonyl)-1H-pyrrolo[2,3-b]pyridin-1-yl)pyridin-3-yl)carbamate